methyl 3-(3-bromopropoxy)-4-fluoro-benzoate BrCCCOC=1C=C(C(=O)OC)C=CC1F